C(N)(OCC(NC(CCN1C(C=CC1=O)=O)=O)C(C)(C)C)=O (tert-butyl 2-(3-(2,5-dioxo-2,5-dihydro-1H-pyrrol-1-yl) propanamido) ethyl) carbamate